2-(3,5-dichloro-2-fluoro-4-(2-fluoro-4-hydroxy-3-isopropylbenzyl)phenoxy)acetic acid ethyl ester C(C)OC(COC1=C(C(=C(C(=C1)Cl)CC1=C(C(=C(C=C1)O)C(C)C)F)Cl)F)=O